ClCC(COCC1=C(C=CC=C1)Cl)=O 1-chloro-3-((2-chlorobenzyl)oxy)propan-2-one